Cl.C12NCC(CC1)(C2)C(=O)N2[C@H](C1=C(C=C(C=C1CC2)Cl)Cl)C (2-azabicyclo[2.2.1]heptan-4-yl)((S)-6,8-dichloro-1-methyl-3,4-dihydroisoquinolin-2(1H)-yl)methanone hydrochloride salt